C(C)(=O)OCCCN1C=C(C2=CC=C(C=C12)C=1C=C(C=C(C1)O[Si](C(C)C)(C(C)C)C(C)C)C[C@@H](C(=O)N1N[C@@H](CCC1)C(=O)OC)N)C=1CCOCC1 Methyl (S)-1-((S)-3-(3-(1-(3-acetoxypropyl)-3-(3,6-dihydro-2H-pyran-4-yl)-1H-indol-6-yl)-5-((triisopropylsilyl)oxy)phenyl)-2-aminopropanoyl)hexahydropyridazine-3-carboxylate